1-(methylsulfonyl)piperidin-4-ol CS(=O)(=O)N1CCC(CC1)O